OCCNC(C)N N-(2-hydroxyethyl)-ethylidenediamine